ClC=1C=C(C=NC1N1N=CC=N1)NC(=O)C=1SC=C(C1C)C1=C2C=CNC(C2=CC=C1)=O N-(5-chloro-6-(2H-1,2,3-triazol-2-yl)pyridin-3-yl)-3-methyl-4-(1-oxo-1,2-dihydroisoquinolin-5-yl)thiophene-2-carboxamide